N-(9,10-Dihydro-9,10-dioxo-2-phenanthrenyl)-2,2-dimethyl-propanamide O=C1C2=CC=CC=C2C=2C=CC(=CC2C1=O)NC(C(C)(C)C)=O